O=C1OC2=C(N1)C=CC(=C2)N2CC1(C2)CCN(CC1)C(=O)OC(C)(C)C tert-Butyl 2-(2-oxo-3H-1,3-benzoxazol-6-yl)-2,7-diazaspiro[3.5]nonane-7-carboxylate